3-bromo-8-fluoro-6,6a,7,8,9,10-hexahydro-5H-pyrido[1,2-a]quinoxaline BrC1=CC=2NCC3N(C2C=C1)CCC(C3)F